tert-butyl (1-(6-chloro-4-((furan-2-ylmethyl)amino)pyrido[3,4-d]pyrimidin-2-yl)pyrrolidin-3-yl)(methyl)carbamate ClC1=CC2=C(N=C(N=C2NCC=2OC=CC2)N2CC(CC2)N(C(OC(C)(C)C)=O)C)C=N1